C(#N)CC1CC(C1)(C1=NN=CN1C)C=1C=C(C=CC1)NC(=O)C1=CC(=C2C(=N1)C=CN2)CN2C[C@H](C(CC2)(F)F)C N-(3-((1s,3S)-3-(cyanomethyl)-1-(4-methyl-4H-1,2,4-triazol-3-yl)cyclobutyl)phenyl)-7-(((R)-4,4-difluoro-3-methylpiperidin-1-yl)methyl)-1H-pyrrolo[3,2-b]pyridine-5-carboxamide